C(C)(C)(C)C=1C=CC(=C(C=C)C1)C 5-tert-butyl-2-methylstyrene